L-glutamic acid-5-succinimidyl ester C1(CCC(N1OC(CC[C@H](N)C(=O)O)=O)=O)=O